N-(4-bromo-2-chloro-phenyl)-N-(2,2-difluoroethyl)acetamide BrC1=CC(=C(C=C1)N(C(C)=O)CC(F)F)Cl